tert-butyl (2R,3S,4S)-3-(acetyloxy)-4-[(tert-butoxycarbonyl)oxy]-2-({4-[2-(difluoromethyl)-1,3-thiazol-5-yl]phenyl}methyl)pyrrolidine-1-carboxylate C(C)(=O)O[C@H]1[C@H](N(C[C@@H]1OC(=O)OC(C)(C)C)C(=O)OC(C)(C)C)CC1=CC=C(C=C1)C1=CN=C(S1)C(F)F